3-(4-fluoro-1-(tetrahydro-2H-pyran-2-yl)-1H-indazol-5-yl)-6-(4-fluoro-3-isopropylphenyl)-2-(trifluoromethyl)imidazo[1,2-a]pyrazine FC1=C2C=NN(C2=CC=C1C1=C(N=C2N1C=C(N=C2)C2=CC(=C(C=C2)F)C(C)C)C(F)(F)F)C2OCCCC2